COC(=O)C1=NC=C(C(=C1)\C=C\N(C)C)[N+](=O)[O-] (E)-4-(2-(dimethylamino)vinyl)-5-nitropyridinecarboxylic acid methyl ester